4-((2S)-4-phenylpiperidin-2-yl)benzoate C1(=CC=CC=C1)C1C[C@H](NCC1)C1=CC=C(C(=O)[O-])C=C1